5-(4-(methylthio)phenyl)-4-(3,4,5-trimethoxyphenyl)pyrimidine CSC1=CC=C(C=C1)C=1C(=NC=NC1)C1=CC(=C(C(=C1)OC)OC)OC